ethyl (E)-3-(4-amino-2-methylsulfanyl-pyrimidin-5-yl)prop-2-enoate NC1=NC(=NC=C1/C=C/C(=O)OCC)SC